C(#N)C1=CC=C(C=C1)C1=C(C=2N(C(=N1)N1CCC(CC1)N(C)C)C=CN2)C=2C=NC(=C(C#N)C2)OC 5-{7-(4-cyanophenyl)-5-[4-(dimethylamino)piperidin-1-yl]imidazo[1,2-c]pyrimidin-8-yl}-2-methoxynicotinonitrile